[C@@H]1([C@@H](CCCCC1)O)O trans-1,2-cycloheptanediol